N-(3,7-dichloropyrazolo[1,5-a]pyridin-5-yl)-1-(1-oxo-1,2-dihydroisoquinolin-5-yl)-5-trifluoromethyl-1H-pyrazole-4-carboxamide ClC=1C=NN2C1C=C(C=C2Cl)NC(=O)C=2C=NN(C2C(F)(F)F)C2=C1C=CNC(C1=CC=C2)=O